2-(2'-hydroxy-5'-methacryloxypropyl-phenyl)-2H-benzotriazole OC1=C(C=C(C=C1)CCCOC(C(=C)C)=O)N1N=C2C(=N1)C=CC=C2